7,8-dihydro-5H-quinoline N1=CC=CC=2CCCCC12